FC1=C(C=CC=C1)NNC(=O)C=1C=C2C=CC(OC2=CC1)(C)C N'-(2-fluorophenyl)-2,2-dimethyl-2H-chromene-6-carbohydrazide